1-(5-cyclopentylimidazo[1,2-a]pyrimidin-6-yl)-3-[6-[5-[6-[4-[2-(2,6-dioxo-3-piperidyl)-1-oxo-isoindolin-5-yl]piperazin-1-yl]-6-oxo-hexyl]-1,2,4-oxadiazol-3-yl]-5-methyl-3-pyridyl]urea C1(CCCC1)C1=C(C=NC=2N1C=CN2)NC(=O)NC=2C=NC(=C(C2)C)C2=NOC(=N2)CCCCCC(=O)N2CCN(CC2)C=2C=C1CN(C(C1=CC2)=O)C2C(NC(CC2)=O)=O